FC=1C=NC(=C(C(=O)NC=2C(=NC(=CC2)C)N2CCN(CC2)CC2=CC=C(C=C2)F)C1)O 5-fluoro-N-(2-(4-(4-fluorobenzyl)piperazin-1-yl)-6-methylpyridin-3-yl)-2-hydroxyNicotinamide